OCCNC(C1=CC=C(C=C1)C#CC1=CC=C(C=C1)C1=CC(=NO1)CN1C(=NC=C1)[C@H](C)OC1OCCCC1)=O N-(2-hydroxyl-Ethyl)-4-((4-(3-((2-((1S)-1-((tetrahydro-2H-pyran-2-yl)oxy)ethyl)-1H-imidazole-1-yl)methyl)isoxazol-5-yl)phenyl)ethynyl)benzamide